FC=1C=C(CS(=O)C2=NC3=CC=CC=C3C=C2)C=CC1 ((3-fluorobenzyl)sulfinyl)quinolin